NC1=CC=C(C(=C1C(=O)N(C)C)F)C=1C=C2C(=NC1)NC[C@@]21[C@@H](C1)C(C)C 6-Amino-2-fluoro-3-((1S,2S)-2-isopropyl-1',2'-dihydrospiro[cyclopropane-1,3'-pyrrolo[2,3-b]pyridin]-5'-yl)-N,N-dimethylbenzamide